N-(2-chloroethyl)-4-fluoro-3-methoxy-aniline ClCCNC1=CC(=C(C=C1)F)OC